3-(1H-imidazol-1-yl)-1-methyl-2-(5-(trifluoromethyl)-4H-1,2,4-triazol-3-yl)-1H-indole-7-carbonitrile N1(C=NC=C1)C1=C(N(C2=C(C=CC=C12)C#N)C)C1=NN=C(N1)C(F)(F)F